NCC1=CC(=C(C=C1)NC(=O)C1=CC2=C(OCCC3=C2SC=C3)C=C1C=1C(=NC(=CC1)C(NC(C)C)=O)C(=O)O)C 3-(9-((4-(aminomethyl)-2-methylphenyl)carbamoyl)-4,5-dihydrobenzo[b]thieno[2,3-d]oxepin-8-yl)-6-(isopropylcarbamoyl)picolinic acid